1-cyclopropyl-4-(4-nitrophenyl)piperazine C1(CC1)N1CCN(CC1)C1=CC=C(C=C1)[N+](=O)[O-]